N1-((4-chlorophenyl)(1-(3-(trifluoromethyl)-1H-pyrazolo[3,4-d]pyrimidin-4-yl)piperidin-4-yl)methyl)-N2,N2-dimethylethane-1,2-diamine ClC1=CC=C(C=C1)C(NCCN(C)C)C1CCN(CC1)C1=C2C(=NC=N1)NN=C2C(F)(F)F